C(#C)C=1C=C2CN(C(C2=CC1)=O)C1C(NC(CC1)=O)=O 3-(5-ethynyl-1-oxoisoindol-2-yl)piperidine-2,6-dione